N-(3-fluoro-4-((6-methoxy-7-(3-(4-methylpiperazin-1-yl)propoxy)quinolin-4-yl)oxy)phenyl)-5-(4-fluorophenyl)-6-oxo-2,3,5,6-tetrahydrofuro[3,2-c]pyridine-7-carboxamide FC=1C=C(C=CC1OC1=CC=NC2=CC(=C(C=C12)OC)OCCCN1CCN(CC1)C)NC(=O)C1=C2C(=CN(C1=O)C1=CC=C(C=C1)F)CCO2